C(C1=CC=CC=C1)N1CCC(CC1)CCNC(=O)N1[C@@H](CN(CC1)C=1C=NC(=NC1)C#N)C (2R)-N-[2-(1-benzylpiperidin-4-yl)ethyl]-4-(2-cyanopyrimidin-5-yl)-2-methylpiperazine-1-carboxamide